2-methoxy-2-methyl-1-(methylisobutylideneaminoethyl)-1-aza-2-silacyclopentane CO[Si]1(N(CCC1)CC(N=CC(C)C)C)C